2-bromo-5-(4-cyclohexyl-3-fluorophenyl)-3-(3-(fluoromethyl)azetidine-1-carbonyl)pyrazolo[1,5-a]pyrimidin-7(4H)-one BrC1=NN2C(NC(=CC2=O)C2=CC(=C(C=C2)C2CCCCC2)F)=C1C(=O)N1CC(C1)CF